2-(4-(3-(2,2-difluoroethyl)-2-(8-fluoroimidazo[1,2-a]pyridin-6-yl)-1H-indol-5-yl)piperidin-1-yl)-N,N-dimethylacetamide FC(CC1=C(NC2=CC=C(C=C12)C1CCN(CC1)CC(=O)N(C)C)C=1C=C(C=2N(C1)C=CN2)F)F